C(#C)C=1C=NC(=NC1)N1C[C@H](N([C@H](C1)C)C(=O)OC1CC2(CN(C2)CC2=CC=CC=C2)C1)C 2-benzyl-2-azaspiro[3.3]heptan-6-yl (2R,6S)-4-(5-ethynylpyrimidin-2-yl)-2,6-dimethylpiperazine-1-carboxylate